CNCCC[Si](OCC)(OCC)OCC γ-(N-methyl)aminopropyltriethoxysilane